COC1=C2C(NC(=NC2=CC(=C1)OC)C1=CC=C(C=C1)N1CCNCC1)=O 5,7-dimethoxy-2-[4-(piperazin-1-yl)phenyl]-3,4-dihydroquinazolin-4-one